FC=1C=CC(=NC1)C(CO)OC=1C=2N(C=C(C1)C=1C=NN(C1C)C1CCC(CC1)O)N=CC2C#N 4-[1-(5-fluoro-2-pyridyl)-2-hydroxy-ethoxy]-6-[1-(4-hydroxycyclohexyl)-5-methyl-pyrazol-4-yl]pyrazolo[1,5-a]pyridine-3-carbonitrile